BrC1=C2C=CC=NC2=C(C(=C1)C1NCCC2=CC=CC=C12)O 5-Bromo-7-(1,2,3,4-tetrahydroisochinolin-1-yl)chinolin-8-ol